OC[C@@H]1N(C2=C3CN(C(C3=CC=C2OC1)=O)[C@@H]1C(NC(CC1)=O)=O)C (S)-3-((S)-2-(hydroxymethyl)-1-methyl-7-oxo-2,3,7,9-tetrahydro-[1,4]oxazino[3,2-e]isoindol-8(1H)-yl)piperidine-2,6-dione